3,3-dimethyl-1-((1s,3s)-3-(piperidin-1-yl)cyclobutyl)indolin-2-one iodine [I].CC1(C(N(C2=CC=CC=C12)C1CC(C1)N1CCCCC1)=O)C